C(CCCCCCCCCCCCCC)CC(=O)Cl 2-(pentadecyl)acetyl chloride